5-butyl-2-[(1R,6R)-3-methyl-6-(prop-1-en-2-yl)cyclohex-2-en-1-yl]benzene-1,3-diol C(CCC)C=1C=C(C(=C(C1)O)[C@@H]1C=C(CC[C@H]1C(=C)C)C)O